C(C)(C)(C)OC(=O)N[C@@H](CC1=CNC=N1)C(=O)O (t-butoxycarbonyl)-L-histidine